COC(=O)C1CCC(CC1)(C(F)(F)F)OC Trans-4-methoxy-4-(trifluoromethyl)cyclohexanecarboxylic acid methyl ester